6-methyl-4-(3-methylphenyl)-2-oxo-N-phenyl-3,4-dihydro-1H-pyrimidine-5-carboxamide CC1=C(C(NC(N1)=O)C1=CC(=CC=C1)C)C(=O)NC1=CC=CC=C1